Monobutyl-fumaric acid C(CCC)/C(/C(=O)O)=C\C(=O)O